3-(azetidine-3-yl)-1-((5-(5-(difluoromethyl)-1,3,4-oxadiazole-2-yl)pyridine-2-yl)methyl)-3,4-dihydroquinazoline-2(1H)-one 2,2,2-trifluoroacetate FC(C(=O)O)(F)F.N1CC(C1)N1C(N(C2=CC=CC=C2C1)CC1=NC=C(C=C1)C=1OC(=NN1)C(F)F)=O